BrC1=C2C=C(C(NC2=CC(=C1)C)=O)[N+](=O)[O-] 5-bromo-7-methyl-3-nitro-1H-quinolin-2-one